(1-(benzo[d][1,3]dioxol-4-yl)-1H-imidazol-4-yl)-2-chloropyrrolo[2,1-f][1,2,4]triazin-4-amine O1COC2=C1C=CC=C2N2C=NC(=C2)C=2C=CN1N=C(N=C(C12)N)Cl